4-methoxy-2-methylquinolin COC1=CC(=NC2=CC=CC=C12)C